6-methyl-4-[(1-methylcyclopropyl)amino]-N-(pyrimidin-2-ylmethyl)furo[2,3-d]pyrimidine-5-carboxamide CC1=C(C2=C(N=CN=C2NC2(CC2)C)O1)C(=O)NCC1=NC=CC=N1